2-(1-(5-((5-Chloro-4-fluoro-2,3-dihydro-1H-inden-2-yl)amino)pyridin-2-yl)-2,2,2-trifluoroethyl)-7-(cyclopropylmethyl)-2,7-diazaspiro[4.4]nonan-3-one ClC=1C(=C2CC(CC2=CC1)NC=1C=CC(=NC1)C(C(F)(F)F)N1CC2(CC1=O)CN(CC2)CC2CC2)F